2-(3,5-Dimethylpyrazol-1-yl)-N-tetralin-1-yl-pyrido[3,2-d]pyrimidin-4-amine CC1=NN(C(=C1)C)C=1N=C(C2=C(N1)C=CC=N2)NC2CCCC1=CC=CC=C21